OC=1C(=C(C(=CC1)C)NC(=O)C1=CN=C(S1)NCC1CCN(CC1)C(=O)OC(C)(C)C)C tert-butyl 4-[[[5-[(3-hydroxy-2,6-dimethyl-phenyl)carbamoyl]thiazol-2-yl]amino]methyl]piperidine-1-carboxylate